bis(β-naphthyl)-p-phenylenediamine C1=C(C=CC2=CC=CC=C12)NC1=CC=C(C=C1)NC1=CC2=CC=CC=C2C=C1